3beta-24-Methylenelanost-9(11)-en-3-ol CC(C)C(=C)CCC(C)C1CCC2(C1(CC=C3C2CCC4C3(CCC(C4(C)C)O)C)C)C